Ethyl-1-(7-fluoro-4-isopropyl-2-(pentan-3-yloxy)quinolin-6-yl)-3-(hydroxymethyl)-1H-1,2,4-triazol-5(4H)-one C(C)N1C(=NN(C1=O)C=1C=C2C(=CC(=NC2=CC1F)OC(CC)CC)C(C)C)CO